S1C(=NC2=C1C=CC=C2)NC(=O)C=2C=CC=C1CCN(CC21)C2=CC=C(C(=N2)C(=O)OC(C)(C)C)C=2C=NN(C2C)CC21CC3CC(CC(C2)C3)C1 tert-butyl 6-(8-(benzo[d]thiazol-2-ylcarbamoyl)-3,4-dihydroisoquinolin-2(1H)-yl)-3-[1-(tricyclo[3.3.1.13,7]dec-1-ylmethyl)-5-methyl-1H-pyrazol-4-yl]picolinate